piperidine-1-carboxylic acid tert-butyl ester (tert-butyl-4-(5-(2-fluoropyridin-3-yl)-1H-indazole-3-carboxamido) piperidine-1-carboxylate) C(C)(C)(C)C1N(CCC(C1)NC(=O)C1=NNC2=CC=C(C=C12)C=1C(=NC=CC1)F)C(=O)O.C(C)(C)(C)OC(=O)N1CCCCC1